C(C1=CC=CC=C1)OC1=CC=C(C=C1)C1=NC(=NC=C1)C#N 4-[4-(benzyloxy)phenyl]pyrimidine-2-carbonitrile